NC1(COC1)CNC1=NC(=NC2=CC=C(C=C12)C)N1CCS(C2=C(C1)C=CC=C2)=NC2COC2 4-(4-(((3-aminooxetan-3-yl)methyl)amino)-6-methylquinazolin-2-yl)-1-(oxetan-3-ylimino)-2,3,4,5-tetrahydro-1H-1λ4-benzo[f][1,4]thiazepine